C1(CCCCC1)(C1=CC(=C(C(=C1)CC1=C(C=C(C(=C1)C1CCCCC1)O)C)O)C1CCCCC1)C1=CC(=C(C(=C1)CC1=C(C=C(C(=C1)C1CCCCC1)O)C)O)C1CCCCC1 4,4'-cyclohexylidenebis[2-cyclohexyl-6-[(4-hydroxy-2-methyl-5-cyclohexylphenyl)methyl]phenol]